C(C)(=O)[O-].C[NH+]1C(CCC1)C 1,2-dimethylpyrrolidinium acetate